methyl 2-((1R,4S)-3-oxo-2-azabicyclo[2.2.1]heptan-4-yl)acetate O=C1N[C@@H]2CC[C@]1(C2)CC(=O)OC